4-((5-(4-aminophenyl)-1H-pyrazol-3-yl)amino)-3-methoxyphenol NC1=CC=C(C=C1)C1=CC(=NN1)NC1=C(C=C(C=C1)O)OC